(2R,4R)-4-{[5-(2-Chloro-benzoylamino)-2H-pyrazole-3-carbonyl]-amino}-5-(3'-chloro-biphenyl-4-yl)-2-hydroxy-pentanoic acid isopropyl ester C(C)(C)OC([C@@H](C[C@@H](CC1=CC=C(C=C1)C1=CC(=CC=C1)Cl)NC(=O)C=1NN=C(C1)NC(C1=C(C=CC=C1)Cl)=O)O)=O